NC1=C(C=2C(=C(N=NC2)Cl)S1)C(=O)OCC ethyl 2-amino-7-chlorothieno[2,3-d]pyridazine-3-carboxylate